ClC1=CC=C2C(=CNC2=C1F)\C=C/1\C(N(C(N1)=O)CC1=CC=C(C=C1)C#C)=O (Z)-5-((6-chloro-7-fluoro-1H-indol-3-yl)methylene)-3-(4-ethynylbenzyl)imidazolidine-2,4-dione